Br.O=S1(C[C@@H](C=C1)N)=O (R)-1,1-dioxo-2,3-dihydrothiophen-3-amine hydrobromide